2-[[(3S,4R)-1-[4-[[3-(3-fluoro-4-methoxy-phenyl)imidazo[1,2-a]pyrazin-8-yl]amino]-2-methyl-benzoyl]-3-hydroxy-piperidine-4-carbonyl]amino]ethyl-trimethyl-ammonium formate C(=O)[O-].FC=1C=C(C=CC1OC)C1=CN=C2N1C=CN=C2NC2=CC(=C(C(=O)N1C[C@H]([C@@H](CC1)C(=O)NCC[N+](C)(C)C)O)C=C2)C